ClC=1C(=NC(=NC1)NC1=CC=C(C=C1)N1CCN(CC1)C)NC1=C(C=CC=C1C)NC(C=C)=O N-(2-((5-chloro-2-((4-(4-methylpiperazin-1-yl)phenyl)amino)pyrimidin-4-yl)amino)-3-methylphenyl)acrylamide